6,6'-(6-(4-methoxyphenyl)-1,3,5-triazine-2,4-diyl)bis(3-((2-ethylhexyl)oxy)cyclohex-2-en-1-one) COC1=CC=C(C=C1)C1=NC(=NC(=N1)C1CCC(=CC1=O)OCC(CCCC)CC)C1CCC(=CC1=O)OCC(CCCC)CC